3-methyl-5-(N-(4-((4-(tert-butoxycarbonyl)piperazin-1-yl)methyl)phenyl)-N-phenethylsulfamoyl)benzofuran-2-carboxylic acid ethyl ester C(C)OC(=O)C=1OC2=C(C1C)C=C(C=C2)S(N(CCC2=CC=CC=C2)C2=CC=C(C=C2)CN2CCN(CC2)C(=O)OC(C)(C)C)(=O)=O